1-(4-acetylphenyl)-3-[1-(2-chloro-5-methylpyrimidin-4-yl)pyrrolidin-3-yl]urea C(C)(=O)C1=CC=C(C=C1)NC(=O)NC1CN(CC1)C1=NC(=NC=C1C)Cl